C1(CC1)C1=CC2=C(C(N(N=C2C)CC(=O)NC2=NC=C(C=N2)C(=O)OCC)=O)S1 Ethyl 2-(2-{2-cyclopropyl-4-methyl-7-oxo-6H,7H-thieno[2,3-d]pyridazin-6-yl}acetamido)pyrimidine-5-carboxylate